1-phenylnon-4,6,8-trien-3-one C1(=CC=CC=C1)CCC(C=CC=CC=C)=O